methyl-2,4-dioxo-spiro[5.5]undecane-9-carboxamide CC1C(CC(CC12CCC(CC2)C(=O)N)=O)=O